(S)-5-benzyl-N-(7-(3,3-dimethylbut-1-yn-1-yl)-5-methyl-4-oxo-2,3,4,5-tetrahydrobenzo[b][1,4]oxazepin-3-yl)-1H-1,2,4-triazole-3-carboxamide C(C1=CC=CC=C1)C1=NC(=NN1)C(=O)N[C@@H]1C(N(C2=C(OC1)C=CC(=C2)C#CC(C)(C)C)C)=O